7-(chloromethyl)-3-methyl-1H-quinazoline-2,4-dione ClCC1=CC=C2C(N(C(NC2=C1)=O)C)=O